2-(2,5-dimethoxy-4-propylphenyl)-N-[(2-methoxyphenyl)methyl]ethylamine COC1=C(C=C(C(=C1)CCC)OC)CCNCC1=C(C=CC=C1)OC